1-(3-(9-methyl-6-(4-(trifluoromethoxy)phenyl)-9H-purin-2-yl)pyrrolidin-1-yl)prop-2-en-1-one CN1C2=NC(=NC(=C2N=C1)C1=CC=C(C=C1)OC(F)(F)F)C1CN(CC1)C(C=C)=O